ethyl-2-methyl-2-n-butyltetralinyl-propionate C(C)C(C(=O)[O-])(C)C1C(CCC2=CC=CC=C12)(CCCC)C